N[C@H](C(=O)N)CC (s)-2-aminobutanamide